COC1=C(C=C(C=C1)NC1=NC(=CC(=N1)NC)C)N1N=CC=C1 2-N-[4-methoxy-3-(1H-pyrazol-1-yl)phenyl]-4-N,6-dimethylpyrimidine-2,4-diamine